N-{4-[(dimethylamino)methyl]benzene-sulfonyl}-2-[4-(3-oxo-2,3-dihydro-1H-isoindol-5-yl)-2,6-bis(propan-2-yl)phenyl]acetamide CN(C)CC1=CC=C(C=C1)S(=O)(=O)NC(CC1=C(C=C(C=C1C(C)C)C=1C=C2C(NCC2=CC1)=O)C(C)C)=O